C(C)(C)(C)OC(=O)N(CCCC1=C(C=CC(=C1)F)NC1=C(C(=O)OC)C=C(C=C1)C(F)(F)F)CC1=NC(=CC=C1N1C(C2=CC=CC=C2C1=O)=O)OC methyl 2-((2-(3-((tert-butoxycarbonyl)((3-(1,3-dioxoisoindolin-2-yl)-6-methoxy-pyridin-2-yl)methyl)amino)propyl)-4-fluorophenyl)amino)-5-(trifluoromethyl)benzoate